BrC1=CN=CC2=C(C=NC=C12)Br 4,8-dibromo-2,6-naphthyridine